(1-iodo-2-methyl-propyl) dodecanoate C(CCCCCCCCCCC)(=O)OC(C(C)C)I